NN1C(=NC(=C1C(N)=O)C1=CC=C(C=C1)C(NC1=NC=C(C=C1)C)=O)[C@H]1N(CCCC1)C(=O)OC(C)(C)C tert-butyl (S)-2-(1-amino-5-carbamoyl-4-(4-((5-methylpyridin-2-yl)carbamoyl)phenyl)-1H-imidazol-2-yl)piperidine-1-carboxylate